O1CCN(CC1)C=1OC=2C(=NC(=C(C2)[N+](=O)[O-])N2C[C@H](CC2)O)N1 (S)-1-(2-morpholino-6-nitrooxazolo[4,5-b]pyridin-5-yl)pyrrolidin-3-ol